N-(3-chloro-4-fluorophenyl)-4-(5-((3-(dimethylamino)-1H-pyrazol-1-yl)methyl)-5-hydroxyoctahydropentalen-2-yl)-1-methyl-1H-imidazole-5-carboxamide ClC=1C=C(C=CC1F)NC(=O)C1=C(N=CN1C)C1CC2CC(CC2C1)(O)CN1N=C(C=C1)N(C)C